CC1=CC=C(C=C1)C(=C)C(F)(F)F 1-methyl-4-(3,3,3-trifluoroprop-1-en-2-yl)benzene